ClC1=C(C=C(N=N1)C=1C(NC(NC1)=O)=O)[C@@H]1[C@H](C1)C=C 5-(6-chloro-5-((1S,2R)-2-vinylcyclopropyl)pyridazin-3-yl)pyrimidine-2,4(1H,3H)-dione